O-(2-methoxy-ethyl)-hydroxylamine COCCON